(R)-6-hydroxy-2-azaspiro[3.4]octane-2-carboxylic acid tert-butyl ester C(C)(C)(C)OC(=O)N1CC2(C1)C[C@@H](CC2)O